Racemic-2-(4-acryloyl-3,3-di-methylpiperazin-1-yl)-N-(tetrahydrofuran-3-yl)-5H-pyrrolo[2,3-b]pyrazine-7-carboxamide C(C=C)(=O)N1C(CN(CC1)C=1N=C2C(=NC1)NC=C2C(=O)N[C@H]2COCC2)(C)C |r|